2-(NAPHTHALEN-1-YL)PYRIDINE-4-BORONIC ACID C1(=CC=CC2=CC=CC=C12)C1=NC=CC(=C1)B(O)O